ls-2,4,6-trimethylbenzoyl-diphenyl-phosphine oxide CC1=C(C(=O)P(C2=CC=CC=C2)(C2=CC=CC=C2)=O)C(=CC(=C1)C)C